5-(3-methoxy-cyclopentyloxy)-pyridin COC1CC(CC1)OC=1C=CC=NC1